[Cl-].[Cl-].[Cl-].[Cl-].[NH4+].[NH4+] diammonium tetrachloride